(2R)-(3-(4-(aminomethyl)-1-oxoisoindolin-2-yl)-2,6-dioxopiperidin-1-yl)methyl 2-(((benzyloxy)carbonyl)amino)-3-methylbutanoate TFA salt OC(=O)C(F)(F)F.C(C1=CC=CC=C1)OC(=O)N[C@@H](C(=O)OCN1C(C(CCC1=O)N1C(C2=CC=CC(=C2C1)CN)=O)=O)C(C)C